Cl.NC(C(=O)N1CCN(CC1)C(=O)NC1=NC(N(C=C1)C1=CC=C(C=C1)CC(C)N1CC2C(C2C1)CN)=O)(C)C 4-(2-amino-2-methylpropanoyl)-N-(1-(4-(2-(exo-6-(aminomethyl)-3-azabicyclo[3.1.0]hexan-3-yl)propyl)phenyl)-2-oxo-1,2-dihydropyrimidin-4-yl)piperazine-1-carboxamide hydrochloride salt